di-tert-butyl (5,5-difluorocyclohexane-1,3-diyl)dicarbamate FC1(CC(CC(C1)NC(OC(C)(C)C)=O)NC(OC(C)(C)C)=O)F